nickel 8-hydroxyquinoline OC=1C=CC=C2C=CC=NC12.[Ni]